(Z)-2-[5-[3-(cyclohexen-1-yl)pyrazol-1-yl]-2-methyl-phenoxy]-3-methoxy-prop-2-enoic acid methyl ester COC(/C(=C/OC)/OC1=C(C=CC(=C1)N1N=C(C=C1)C1=CCCCC1)C)=O